N[C@@H]1CN(CCC1)C1=C(C=NC(=C1)NC1=NC(=NC=C1)C1=C(C=CC=C1OC)F)C1=CC=2OCC(NC2N=C1)=O (S)-7-(4-(3-aminopiperidin-1-yl)-6-((2-(2-fluoro-6-methoxyphenyl)pyrimidin-4-yl)amino)pyridin-3-yl)-2H-pyrido[3,2-b][1,4]oxazin-3(4H)-one